FC1=CC=C(C=C1)C1(CCN(CC1)C)C(=O)O 4-(4-fluorophenyl)-1-methyl-piperidine-4-carboxylic acid